FC1=NC(=C2N=CN(C2=N1)C1OCCCCC1)NCC1=C(C(=C(C=C1)F)F)F 2-fluoro-6-[(2,3,4-trifluorobenzyl)amino]-9-(oxepan-2-yl)-9H-purine